FC(SC=1N=C2N(N1)[C@@H](C[C@@H]2F)C2=C(C#N)C=CC=C2)F 2-((5S,7S)-2-((difluoromethyl)thio)-7-fluoro-6,7-dihydro-5H-pyrrolo[1,2-b][1,2,4]triazol-5-yl)benzonitrile